C(C)(=O)OC=1C(=NC=CC1OC)C(=O)N[C@@H](C)C(=O)O[C@H](C(C1=CC=C(C=C1)F)C1=CC=C(C=C1)F)C (1S)-2,2-bis(4-fluorophenyl)-1-methylethyl N-{[3-(acetyloxy)-4-methoxy-2-pyridyl]carbonyl}-L-alaninate